[6-(cyanomethoxy)-5-formyl-1,3-benzoxazol-2-yl]-6-(2,3-dihydro-1,4-benzodioxin-6-yl)benzonitrile C(#N)COC1=CC2=C(N=C(O2)C2=C(C#N)C(=CC=C2)C2=CC3=C(OCCO3)C=C2)C=C1C=O